[Cl-].C(C)(C)C1=C(C(=CC=C1)C(C)C)[N+]1=CN2C(C=CC=C2OC)=C1 2-(2,6-diisopropylphenyl)-5-methoxyimidazo[1,5-a]pyridin-2-ium chloride